FC([C@@H]1CCC=2N1N=C(N2)C(=O)OCC)(F)F ethyl (5S)-5-(trifluoromethyl)-6,7-dihydro-5H-pyrrolo[1,2-b][1,2,4]triazole-2-carboxylate